ClC1=NC=CC(=C1C1=NNC(=C1)C1=CC=C(C=C1)C(C)C)C1=CC=CC=C1 2-chloro-3-(5-(4-isopropylphenyl)-1H-pyrazol-3-yl)-4-phenylpyridine